C(C)(C)(C)OC(=O)N1N=C(C=2C1=CN=C(C2)C2=C(C=C(C=C2C)CN(C)C(=O)OC(C)(C)C)F)C=2C=NC(=CC2)Cl tert-Butyl-5-(4-((tert-butoxycarbonyl(methyl)amino)methyl)-2-fluoro-6-methylphenyl)-3-(6-chloropyridin-3-yl)-1H-pyrazolo[3,4-c]pyridine-1-carboxylate